ClC1=CC(=C(C(=C1)F)C=1C=2N(N=C(C1)[C@@H]1C[C@@H](OCC1)C1=CN(C(C=C1)=O)C1CC1)C(C(=C(N2)C)C)=O)F 9-(4-chloro-2,6-difluoro-phenyl)-7-[(2R,4S)-2-(1-cyclopropyl-6-oxo-3-pyridyl)tetrahydropyran-4-yl]-2,3-dimethyl-pyrimido[1,2-b]pyridazin-4-one